(2S)-4-(6-chloro-8-cyclopropoxy-7-(5-methyl-1H-indazol-4-yl)-2-((((S)-1-methylpyrrolidin-2-yl))methoxy)quinazolin-4-yl)-2-methylpiperazine-1-carboxylic acid tert-butyl ester C(C)(C)(C)OC(=O)N1[C@H](CN(CC1)C1=NC(=NC2=C(C(=C(C=C12)Cl)C1=C2C=NNC2=CC=C1C)OC1CC1)OC[C@H]1N(CCC1)C)C